(RS)-6-(4-(methoxycarbonyl)phenyl)-2-oxa-7-azaspiro[3.5]nonane-7-carboxylic acid tert-butyl ester C(C)(C)(C)OC(=O)N1[C@H](CC2(COC2)CC1)C1=CC=C(C=C1)C(=O)OC |r|